ClC1=C(C=CC=C1)[C@@H]1CCC=2N1N=C(N2)C(=O)N(C)OC (S)-5-(2-chlorophenyl)-N-methoxy-N-methyl-6,7-dihydro-5H-pyrrolo[1,2-b][1,2,4]triazole-2-carboxamide